C(C=C)(=O)C1=C(C(=O)O)C=CC(=C1)N acryloyl-para-aminobenzoic acid